1-Methoxy-6,6,9-trimethyl-3-(2-methylpentan-2-yl)-6a,7,10,10a-tetrahydrobenzo[c]chromene COC1=C2C3C(C(OC2=CC(=C1)C(C)(CCC)C)(C)C)CC=C(C3)C